3-(3-(4-((3,5-difluoropyridin-2-yl)oxy)benzyl)isoxazol-5-yl)pyridin-2-amine FC=1C(=NC=C(C1)F)OC1=CC=C(CC2=NOC(=C2)C=2C(=NC=CC2)N)C=C1